1-{3-amino-6-[4-(4-methylpiperazin-1-yl)pyrazol-1-yl]pyrazin-2-yl}pyrazole-4-carboxamide NC=1C(=NC(=CN1)N1N=CC(=C1)N1CCN(CC1)C)N1N=CC(=C1)C(=O)N